9-(4-(2-(3-(tert-Butyl)-5-(4,4,5,5-tetramethyl-1,3,2-dioxaborolan-2-yl)phenyl)pyridin-4-yl)phenyl)-9H-carbazole C(C)(C)(C)C=1C=C(C=C(C1)B1OC(C(O1)(C)C)(C)C)C1=NC=CC(=C1)C1=CC=C(C=C1)N1C2=CC=CC=C2C=2C=CC=CC12